N-(2-(4-Carbamoylpiperidin-1-yl)-4-((4-((2-(2,6-dioxopiperidin-3-yl)-1,3-dioxoisoindolin-4-yl)glycyl)piperazin-1-yl)methyl)phenyl)-2-morpholinooxazole-4-carboxamide C(N)(=O)C1CCN(CC1)C1=C(C=CC(=C1)CN1CCN(CC1)C(CNC1=C2C(N(C(C2=CC=C1)=O)C1C(NC(CC1)=O)=O)=O)=O)NC(=O)C=1N=C(OC1)N1CCOCC1